N-(2-chloropyrimidin-4-yl)-N-methyl-2,3-dimethyl-2H-indol-6-amine ClC1=NC=CC(=N1)N(C=1C=CC2=C(C(N=C2C1)C)C)C